(2S,3R)-2-((R)-4-((3R,5R,8R,9S,10S,12S,13R,14S,17R)-3,12-dihydroxyl-10,13-dimethyl-hexadecahydro-1H-cyclopenta[a]phenanthren-17-yl)pentanamido)-3-methylpentanoic acid O[C@@H]1CC[C@@]2([C@H]3C[C@@H]([C@@]4([C@H](CC[C@H]4[C@@H]3CC[C@@H]2C1)[C@@H](CCC(=O)N[C@H](C(=O)O)[C@@H](CC)C)C)C)O)C